COC(=O)C1=CC=C(OCCC(=O)O)C=C1 3-(4-(methoxycarbonyl)phenoxy)propionic acid